2,4-bis(3-(4-(9H-carbazol-9-yl)phenyl)-9H-carbazol-9-yl)-5-(6-phenylpyridin-2-yl)benzonitrile C1=CC=CC=2C3=CC=CC=C3N(C12)C1=CC=C(C=C1)C=1C=CC=2N(C3=CC=CC=C3C2C1)C1=C(C#N)C=C(C(=C1)N1C2=CC=CC=C2C=2C=C(C=CC12)C1=CC=C(C=C1)N1C2=CC=CC=C2C=2C=CC=CC12)C1=NC(=CC=C1)C1=CC=CC=C1